C(C)(C)N1CC=CC(=C1)B1OC(C(O1)(C)C)(C)C 1-isopropyl-5-(4,4,5,5-tetramethyl-1,3,2-dioxaborolan-2-yl)pyridine